O=C(C(=O)OCC)CC(C(=O)OCC)=O diethyl 2,4-dioxoglutarate